FC1=C(C=CC=C1S(=O)(=O)C)C=1C(N(C(=CC1)C)C1=CC=NC=C1C)=O (2-fluoro-3-(methylsulfonyl)phenyl)-5',6-dimethyl-2H-[1,4'-bipyridin]-2-one